N-(5-Chloropyrimidin-2-yl)-2-[6-bromo-1',1'-difluoro-1-oxospiro[3H-isoquinolin-4,2'-cyclopropan]-2-yl]acetamide ClC=1C=NC(=NC1)NC(CN1C(C2=CC=C(C=C2C2(C(C2)(F)F)C1)Br)=O)=O